C(CCCCC)(=O)O 1-Hexanoic acid